IC1=CC=NC(=C1C(=O)NC1=CC(=C(C=C1)N1CCN(CC1)C)[N+](=O)[O-])OC 4-iodo-2-methoxy-N-(4-(4-methylpiperazin-1-yl)-3-nitrophenyl)nicotinamide